methyl 2-amino-3-(2,4-dimethylphenyl)propanoate trifluoroacetate FC(C(=O)O)(F)F.NC(C(=O)OC)CC1=C(C=C(C=C1)C)C